N-(5-bromo-2,3-dihydro-1H-inden-2-yl)-4-chloropyridin-2-amine BrC=1C=C2CC(CC2=CC1)NC1=NC=CC(=C1)Cl